C(C1=CC=CC=C1)N1C(C(C(=C1C1=CC=C(C=C1)Cl)C)(C[Se]C1=CC=CC=C1)C)=O 1-Benzyl-5-(4-chlorophenyl)-3,4-dimethyl-3-((phenylseleno)methyl)-1H-pyrrol-2(3H)-one